1-(5-(2-(1-(1-(3-isopropyl-1,2,4-oxadiazol-5-yl)piperidin-4-yl)ethoxy)thiazolo[5,4-b]pyridin-5-yl)pyridin-2-yl)imidazolidin-2-on C(C)(C)C1=NOC(=N1)N1CCC(CC1)C(C)OC=1SC2=NC(=CC=C2N1)C=1C=CC(=NC1)N1C(NCC1)=O